6-{[(3s)-3-(2,3-Dichloro-6-fluorophenyl)-1-(prop-2-enoyl)pyrrolidin-3-yl]amino}-8-fluoro-3-(2H-pyrazol-3-yl)quinazolin-4-one ClC1=C(C(=CC=C1Cl)F)[C@@]1(CN(CC1)C(C=C)=O)NC=1C=C2C(N(C=NC2=C(C1)F)C=1NN=CC1)=O